methyl 1-(4-(trifluoromethyl)phenyl)-1H-pyrazole-3-carboxylate FC(C1=CC=C(C=C1)N1N=C(C=C1)C(=O)OC)(F)F